tert-Butyl (R)-(1-(5-(2-(2-fluoro-6-methoxyphenyl)pyrimidine-4-carboxamido)-2,7-dimethyl-2H-indazol-4-yl)pyrrolidin-3-yl)carbamate FC1=C(C(=CC=C1)OC)C1=NC=CC(=N1)C(=O)NC1=C(C2=CN(N=C2C(=C1)C)C)N1C[C@@H](CC1)NC(OC(C)(C)C)=O